1-hydroxy-1-(4-methoxyphenyl)propan-2-one OC(C(C)=O)C1=CC=C(C=C1)OC